2-butyl-1-cyclohexanol C(CCC)C1C(CCCC1)O